bis(p-dimethylaminostyryl)-1-p-toluenesulfonyl-methane Nickel-yttrium [Y].[Ni].CN(C1=CC=C(C=CC(S(=O)(=O)C2=CC=C(C)C=C2)C=CC2=CC=C(C=C2)N(C)C)C=C1)C